ClC1=NC=C(C(=O)NOCC)C(=C1)NC1=C(C(=CC=C1)C1=NC=C(N=C1)C)OC 6-Chloro-N-ethoxy-4-((2-methoxy-3-(5-methylpyrazin-2-yl)phenyl)amino)nicotinamide